FC1=C(CNC(=O)C=2C(C(=C3C(N4[C@@H](CCO[C@H]4CN3C2)C)=O)O)=O)C=CC(=C1)F (4R,9aS)-5-Hydroxy-4-methyl-6,10-dioxo-3,4,6,9,9a,10-hexahydro-2H-1-oxa-4a,8a-diaza-anthracene-7-carboxylic acid 2,4-difluorobenzylamide